(2S,3S)-1-((benzyloxy)carbonyl)-3-hydroxypyrrolidine-2-carboxylic acid C(C1=CC=CC=C1)OC(=O)N1[C@@H]([C@H](CC1)O)C(=O)O